1-(2-chloropyrimidin-4-yl)-3-(4-fluorophenyl)-1H-pyrazole-4-carbaldehyde ClC1=NC=CC(=N1)N1N=C(C(=C1)C=O)C1=CC=C(C=C1)F